NC=1C(N(C2=C(N1)SC1=C2C(OC1=O)C)C1=CC=C2C=CN(C2=C1)C1=CC=CC=C1)=O 3-amino-8-methyl-1-(1-phenyl-1H-indol-6-yl)furo[3',4':4,5]thieno[2,3-b]pyrazine-2,6(1H,8H)-dione